S-methyl-isothiourea hemisulphate S(=O)(=O)(O)O.CSC(N)=N.CSC(N)=N